1,3-bis(mercaptomethylthio)propane SCSCCCSCS